1,1-dimethyl-3-phenylpropanol CC(CCC1=CC=CC=C1)(O)C